4-(1,5-dimethyl-1H-pyrazol-3-yl)-3,6-dihydropyridine-1(2H)-carboxylic acid tert-butyl ester C(C)(C)(C)OC(=O)N1CCC(=CC1)C1=NN(C(=C1)C)C